N1=CC=C(C=C1)CCC1=CC=NC=C1 1,2-bis(pyridin-4-yl)ethane